(rac)-ethyl 2-(4,5-dichloro-6-oxopyridazin-1(6H)-yl)butanoate ClC=1C=NN(C(C1Cl)=O)[C@@H](C(=O)OCC)CC |r|